COC1=C(C=C(C=C1)C)C1=CC=2N(C=C1)N=C(C2)NC(=O)C2CC2 N-[5-(2-methoxy-5-methyl-phenyl)pyrazolo[1,5-a]pyridin-2-yl]cyclopropanecarboxamide